Cl.FC=1C=C(C=CC1C)CCN 2-(3-fluoro-4-methylphenyl)ethan-1-amine hydrochloride salt